C(C1=CC=CC=C1)(=O)OCC(COC(C1=CC(=C(C(=C1)O)O)O)=O)(C)COC(C1=CC=CC=C1)=O [3-benzoyloxy-2-(benzoyloxymethyl)-2-methyl-propyl]3,4,5-trihydroxybenzoate